((2-(2-bromoethoxy)ethoxy)methyl)benzene BrCCOCCOCC1=CC=CC=C1